3-[5-[2-[2-[(4-Aminocyclohexyl)methyl-methyl-amino]ethoxy]ethyl]-3-methyl-2-oxo-benzimidazol-1-yl]piperidine-2,6-dione NC1CCC(CC1)CN(CCOCCC1=CC2=C(N(C(N2C)=O)C2C(NC(CC2)=O)=O)C=C1)C